methyl (E)-5-(3-hydroxy prop-1-en-1-yl)-2-methoxybenzoate OC/C=C/C=1C=CC(=C(C(=O)OC)C1)OC